C1(CCCCC1)NC(C1=NC=CC(=C1)N(C)C)=O N-cyclohexyl-4-(dimethylamino)picolinamide